[3-(3,3,3-trifluoropropyl)-1,2-oxazol-5-yl]-4H-pyrido[1,2-a]pyrimidin-4-one FC(CCC1=NOC(=C1)C=1N=C2N(C(C1)=O)C=CC=C2)(F)F